C(C)OC(=O)C=1N=C(SC1)NC 2-(methylamino)-1,3-thiazole-4-carboxylic acid ethyl ester